C(CCCCCCCCCCCCCCCCCCC)OC(C=C)=O acrylic acid eicosyl ester